3-((3'r)-1'-(6-amino-5-fluoropyrimidin-4-yl)-2-oxo-1,3'-bipiperidin-3-ylamino)benzoic acid NC1=C(C(=NC=N1)N1C[C@@H](CCC1)N1C(C(CCC1)NC=1C=C(C(=O)O)C=CC1)=O)F